C(C)N1N=C(C=C1C(NC1CCC(CC1)NC1=CC=CC=2N1C=C(N2)C(F)(F)F)=O)C(=O)OC methyl 1-ethyl-5-{[(1s,4s)-4-{[2-(trifluoromethyl)imidazo[1,2-a]pyridin-5-yl]amino}cyclohexyl]carbamoyl}-1H-pyrazole-3-carboxylate